ClC(C(F)(F)F)(C(Cl)Cl)F 2,3,3-trichloro-1,1,1,2-tetrafluoropropane